6-cyclopentyl-3-(1H-imidazol-5-yl)-2-(3-(trifluoromethyl)-1H-1,2,4-triazol-5-yl)imidazo[1,2-a]pyrimidine C1(CCCC1)C=1C=NC=2N(C1)C(=C(N2)C2=NC(=NN2)C(F)(F)F)C2=CN=CN2